[2,3'-bipyridine]-2'(1'H)-one N1=C(C=CC=C1)C=1C(NC=CC1)=O